C(C)(=O)NCCN(CC[C@@H](C(=O)O)NC1=C2C(=NC=N1)N(N=C2)C)CCCCC2=NC=1NCCCC1C=C2 (S)-4-((2-acetamidoethyl)(4-(5,6,7,8-tetrahydro-1,8-naphthyridin-2-yl)butyl)amino)-2-((1-methyl-1H-pyrazolo[3,4-d]pyrimidin-4-yl)amino)butanoic acid